CC(CC1=CC=CC=C1)(C)NC(=O)C=1C=C2C(=NC1)C=CN2 N-(2-methyl-1-phenylpropan-2-yl)-1H-pyrrolo[3,2-b]pyridine-6-carboxamide